FC(C1(CC1)CN)(F)F (1-(trifluoromethyl)cyclopropyl)methylamine